(S)-2-amino-2-cyclopropylacetonitrile N[C@H](C#N)C1CC1